6-(8-(benzo[d]thiazol-2-ylcarbamoyl)-3,4-dihydroisoquinolin-2(1H)-yl)-3-(1-((1R,2R,4R)-bicyclo[2.2.1]hept-5-en-2-ylmethyl)-5-methyl-1H-pyrazol-4-yl)picolinic acid tert-butyl ester C(C)(C)(C)OC(C1=NC(=CC=C1C=1C=NN(C1C)C[C@H]1[C@H]2C=C[C@@H](C1)C2)N2CC1=C(C=CC=C1CC2)C(NC=2SC1=C(N2)C=CC=C1)=O)=O